lithium difluoro (oxalat) borate B([O-])([O-])[O-].C(C(=O)OF)(=O)OF.[Li+].[Li+].[Li+]